5,14-dioxo-9,12-dioxa-6,15-diazahenicosanedioate O=C(CCCC(=O)[O-])NCCOCCOCC(NCCCCCC(=O)[O-])=O